(8R,9S,13S,14S)-3-(3-chloropropoxy)-13-methyl-6,7,8,9,11,12,13,14,15,16-decahydrospiro[cyclopenta[a]phenanthrene-17,2'-[1,3]dioxane] ClCCCOC=1C=CC=2[C@H]3CC[C@]4([C@H]([C@@H]3CCC2C1)CCC41OCCCO1)C